N-[3-(6-chloro-1,3-benzoxazol-2-yl)-1-bicyclo[1.1.1]pentanyl]-5-(methylsulfonylamino)furan-2-carboxamide ClC1=CC2=C(N=C(O2)C23CC(C2)(C3)NC(=O)C=3OC(=CC3)NS(=O)(=O)C)C=C1